2-(2-fluorobenzyl)-8-(oxazole-5-carbonyl)-2,8-diazaspiro[4.5]decan-1-one FC1=C(CN2C(C3(CC2)CCN(CC3)C(=O)C3=CN=CO3)=O)C=CC=C1